CCC=CCCCCCCCCC tridec-3-ene